O=C1NCC2(CN(C2)C(=O)OC(C)(C)C)C1 tert-butyl 7-Oxo-2,6-diazaspiro[3.4]octane-2-carboxylate